O[C@H]1C(N(CC1)CC=1C=C2C=CC(=NC2=CC1)C1CCOCC1)=O (R)-3-hydroxy-1-((2-(tetrahydro-2H-pyran-4-yl)quinolin-6-yl)methyl)pyrrolidin-2-one